Cl.C(C)C=1C=CC(=C(C1)S(=O)(=O)NC1=NOC2=C1C(=CC(=C2)CN2N=C1CCNCCC1=C2)OC)OC 5-ethyl-2-methoxy-N-(4-methoxy-6-((5,6,7,8-tetrahydropyrazolo[3,4-d]azepin-2(4H)-yl)methyl)benzo[d]isoxazol-3-yl)benzenesulfonamide hydrochloride